C1(CC1)C=1C=NN2C1N=C(C=C2NCC2=CC=C(C=C2)C2=NC=CC=C2)O[C@H]2CNCC2 (R)-3-cyclopropyl-N-(4-(pyridin-2-yl)benzyl)-5-(pyrrolidin-3-yloxy)pyrazolo[1,5-a]pyrimidin-7-amine